C[C@H]1CN[C@@H]2[C@H](O1)CC=1C=C(C=CC12)C(F)(F)F (2S,4aS,9aR)-2-methyl-7-(trifluoromethyl)-2,3,4,4a,9,9a-hexahydroindeno[2,1-b][1,4]oxazine